C(C=C)(=O)NC1=C(C=CC(=C1C(=O)NCC=1C(NC(=CC1C)C)=O)C)C1=CC(=CC=C1)N1CCOCC1 acrylamido-N-((4,6-dimethyl-2-oxo-1,2-dihydropyridin-3-yl)methyl)-4-methyl-3'-morpholino-[1,1'-biphenyl]-3-carboxamide